4-(((5-(5,6-Dihydro-8H-[1,2,4]triazolo[3,4-c][1,4]thiazin-3-yl)pyridin-2-yl)oxy)methyl)-3-(4-fluorophenyl)-5-methylisoxazole N=1N=C(N2C1CSCC2)C=2C=CC(=NC2)OCC=2C(=NOC2C)C2=CC=C(C=C2)F